Rac-(2R,3S,4S,5R)-3-(3,4-difluoro-2-methoxyphenyl)-4,5-dimethyl-5-(trifluoromethyl)tetrahydrofuran-2-carboxylic acid FC=1C(=C(C=CC1F)[C@H]1[C@@H](O[C@]([C@H]1C)(C(F)(F)F)C)C(=O)O)OC |r|